C(C1=CC=CC=C1)SC1=C(C(=CC=C1Br)F)[N+](=O)[O-] benzyl(6-bromo-3-fluoro-2-nitrophenyl)sulfane